COC1=C(C=C(C(=C1)CCC)OC)CC(CC)NCC1=C(C=CC=C1)OC 1-(2,5-dimethoxy-4-propylphenyl)-N-(2-methoxybenzyl)butan-2-amine